BrC1=C(C=C(CNC(C2=C(C=CC(=C2)F)OC)=O)C=C1)C N-(4-bromo-3-methylbenzyl)-5-fluoro-2-methoxybenzamide